1-(6Z,9Z,12Z-octadecatrienoyl)-2-(9Z-octadecenoyl)-glycero-3-phosphoserine CCCCCCCC/C=C\CCCCCCCC(=O)O[C@H](COC(=O)CCCC/C=C\C/C=C\C/C=C\CCCCC)COP(=O)(O)OC[C@@H](C(=O)O)N